6-chloro-3-((1-(2-(5-fluoropyridin-2-yl)-3,6-dimethyl-4-oxo-3,4-dihydroquinazolin-8-yl)ethyl)amino)picolinic acid ClC1=CC=C(C(=N1)C(=O)O)NC(C)C=1C=C(C=C2C(N(C(=NC12)C1=NC=C(C=C1)F)C)=O)C